FC1=C(OC(C(=O)OCC)(C)C)C(=CC(=C1)CN1N=CN(C1=O)C1=CC=C(C=C1)C(F)(F)F)F Ethyl 2-(2,6-difluoro-4-((5-oxo-4-(4-(trifluoromethyl) phenyl)-4,5-dihydro-1H-1,2,4-triazol-1-yl)methyl)phenoxy)-2-methylpropionate